ClC=1C(=NC(=C(N1)C)C)NCCN1CCCC1 3-chloro-5,6-dimethyl-N-(2-(pyrrolidin-1-yl)ethyl)pyrazin-2-amine